ClC1=C(C=CC=C1)C1C(NC=2C=C(C=C(C2C1=O)C(=O)OC)F)C1CNCC1 methyl 3-(2-chlorophenyl)-7-fluoro-4-oxo-2-(pyrrolidin-3-yl)-2,3-dihydro-1H-quinoline-5-carboxylate